3-{1-[3-(benzyloxy)propyl]-4-methyl-1H-benzotriazol-5-yl}propanoate C(C1=CC=CC=C1)OCCCN1N=NC2=C1C=CC(=C2C)CCC(=O)[O-]